COC(C1=CN=C(C=C1)N1N=C(C(=C1O)C1=CC=C(C=C1)C#N)C)=O 6-(4-(4-Cyanophenyl)-5-hydroxy-3-methyl-1H-pyrazol-1-yl)nicotinic acid methyl ester